tert-butyl 6-(2-chloroethylamino)-4-fluorobiphenyl-3-yl(4-fluorobenzyl)carbamate ClCCNC1=CC(=C(C=C1C1=CC=CC=C1)N(C(OC(C)(C)C)=O)CC1=CC=C(C=C1)F)F